methyl 3-aminocyclopentane-1-carboxylate-HCl Cl.NC1CC(CC1)C(=O)OC